2,2'-thio-diethylene-bis-[3-(3,5-di-tert-butyl-4-hydroxy-phenyl) propionate] S(CCC(C(=O)[O-])CC1=CC(=C(C(=C1)C(C)(C)C)O)C(C)(C)C)CCC(C(=O)[O-])CC1=CC(=C(C(=C1)C(C)(C)C)O)C(C)(C)C